ClC=1C(=NC=CN1)SCCC(C#N)C#N 2-[2-(3-chloropyrazin-2-yl)sulfanylethyl]malononitrile